OCCN1N=CC(=C1)CN1C=2N(C3=CC=C(C=C3C1=O)S(=O)(=O)NC1(CC1)C)[C@@H](CN2)C (1R)-4-{[1-(2-hydroxyethyl)pyrazol-4-yl]methyl}-1-methyl-N-(1-methylcyclopropyl)-5-oxo-1H,2H-imidazo[1,2-a]quinazoline-7-sulfonamide